3-((3-chloro-1H-1,2,4-triazol-1-yl)methyl)pyridine ClC1=NN(C=N1)CC=1C=NC=CC1